C(C)(C)NC(O[C@H]1C[C@H](CC1)C1=NN(C(=C1)NC(CC1=CC(=C(C=C1)C=O)OCC1=CC=C(C=C1)OC)=O)C(C)(C)C)=O (1R,3S)-3-(1-(tert-butyl)-5-(2-(4-formyl-3-((4-methoxybenzyl)oxy)phenyl) acetamido)-1H-pyrazol-3-yl)cyclopentyl isopropylcarbamate